(S)-5-methyl-3-(trifluoromethyl)-6,7,7a,8,10,11-hexahydropyrazino[1,2-d]pyrido[3,2-b][1,4]diazepin CN1C2=C(N3[C@@H](CC1)CNCC3)N=CC(=C2)C(F)(F)F